C1(CC1)S(=O)(=O)N1N=CC(=C1)C1=NC=CC(=N1)N(C1=NC=C(C(=C1)N)C#CC=1C=NN(C1)C(F)(F)F)C1CCC(CC1)CN(C)C N2-(2-(1-(Cyclopropylsulfonyl)-1H-pyrazol-4-yl)pyrimidin-4-yl)-N2-((1s,4s)-4-((dimethylamino)methyl)cyclohexyl)-5-((1-(trifluoromethyl)-1H-pyrazol-4-yl)ethynyl)pyridine-2,4-diamine